ClC=1C=NC=C(C1C(C)OC=1C=C2C(=NNC2=CC1)C1=NC2=C(N1)CN(C2)C(=O)C2CCN(CC2)C)Cl (2-(5-(1-(3,5-Dichloropyridin-4-yl)ethoxy)-1H-indazol-3-yl)-4,6-dihydropyrrolo[3,4-d]imidazol-5(1H)-yl)(1-methylpiperidin-4-yl)methanone